ClC=1C=C(C=CC1NC(C1=CC=CC=C1)C1CC1)S(=O)(=O)NC=1SC=CN1 3-chloro-4-((cyclopropyl-(phenyl)methyl)amino)-N-(thiazol-2-yl)benzenesulfonamide